diaminodiphenylaniline NC=1C(=C(N(C2=CC=CC=C2)C2=CC=CC=C2)C=CC1)N